CC1(OC(CC1N)(C)C)C 2,2,5,5-tetramethyltetrahydrofuran-3-amine